4-bromo-1-(difluoromethoxy)-2-iodobenzene BrC1=CC(=C(C=C1)OC(F)F)I